5-(4-((1-(4-(1,2-bis(4-hydroxyphenyl)but-1-en-1-yl)phenyl)piperidin-4-yl)methyl)piperazine-1-yl-2,2,3,3,5,5,6,6-d8)-2-(2,6-dioxopiperidin-3-yl)-6-fluoroisoindoline-1,3-dione OC1=CC=C(C=C1)C(=C(CC)C1=CC=C(C=C1)O)C1=CC=C(C=C1)N1CCC(CC1)CN1C(C(N(C(C1([2H])[2H])([2H])[2H])C=1C=C2C(N(C(C2=CC1F)=O)C1C(NC(CC1)=O)=O)=O)([2H])[2H])([2H])[2H]